7-(4-hydroxybutyl)-5,6,7,8-tetrahydro-1,6-naphthyridine-2-carboxylate hydrochloride Cl.OCCCCC1NCC=2C=CC(=NC2C1)C(=O)O